(S)-4-(2,2-difluoro-7-((5-methoxy-7-methyl-1H-indol-4-yl)methyl)-7-azaspiro[3.5]nonan-6-yl)-N-((3,3-difluorocyclobutyl)methyl)benzamide FC1(CC2(C1)C[C@H](N(CC2)CC2=C1C=CNC1=C(C=C2OC)C)C2=CC=C(C(=O)NCC1CC(C1)(F)F)C=C2)F